N1-(2,6-diisopropylphenyl)benzene-1,2-diamine dihydrochloride Cl.Cl.C(C)(C)C1=C(C(=CC=C1)C(C)C)NC=1C(=CC=CC1)N